CC1CCC2=CC(=C(C(=C12)[N+](=O)[O-])NC(C)=O)C(=O)O.OC[C@@]1([C@H]([C@@H]([C@H]([C@H](C1)NCCCCCCNC1=C(C=C(C=C1)C1=NC=CC=N1)[N+](=O)[O-])O)O)O)O (1S,2S,3R,4S,5S)-1-(hydroxymethyl)-5-((6-((2-nitro-4-(pyrimidin-2-yl)phenyl)amino)hexyl)amino)cyclohexane-1,2,3,4-tetraol methyl-6-acetamido-7-nitro-2,3-dihydro-1H-indene-5-carboxylate